C(CCCCCCC\C=C/CCCCCCCC)(=O)OCC(OC(CCCCCCC\C=C/CCCCCCCC)=O)COC(CCCCCCCCCCCCCCCCC)=O 1,2-dioleoyl-3-stearoyl-glycerol